NC1=NC(=NC=C1)C=1C(=NN(C1O[C@H](CCNC1=C(C=NC(=C1)Cl)C1=NC=C(C=N1)C(C)(C)O)C)C)C (S)-2-(2-(4-((3-((4-(4-aminopyrimidin-2-yl)-1,3-dimethyl-1H-pyrazol-5-yl)oxy)butyl)amino)-6-chloropyridin-3-yl)pyrimidin-5-yl)propan-2-ol